1-methyl-4-[(3,3,4-trimethyl-1,1-dioxido-2,3-dihydro-1-benzothiophen-5-yl) carbonyl]-1H-pyrazol-5-yl propane-1-sulfonate C(CC)S(=O)(=O)OC1=C(C=NN1C)C(=O)C=1C=CC2=C(C(CS2(=O)=O)(C)C)C1C